C(C)(=O)N1CC2=C(CC1)N(N=C2N2CCCC1=CC(=C(C=C21)C(F)F)C=2C=NN(C2)C)C2CCC(CC2)C=O 4-(5-acetyl-3-(7-(difluoromethyl)-6-(1-methyl-1H-pyrazol-4-yl)-3,4-dihydroquinolin-1(2H)-yl)-4,5,6,7-tetrahydro-1H-pyrazolo[4,3-c]pyridin-1-yl)cyclohexane-1-carbaldehyde